C(CCCCCCC\C=C/CCCCCCCC)(=O)OC(CCCCCCCCN(C)C)C(CCCCCCCC)OC(CCCCCCC\C=C/CCCCCCCC)=O 1-(dimethylamino)octadecane-9,10-diyl dioleate